FC1=C(C=CC=C1)CN1C(C(CC1=O)C1=CC=CC=C1)CC(=O)O 2-[1-[(2-fluorophenyl)methyl]-5-oxo-3-phenylpyrrolidin-2-yl]acetic acid